OCC[P+](C)(C)C 2-hydroxyethyl-trimethylphosphonium